[OH-].C(C(=C)C)(=O)CC[N+](CCCS(=O)(=O)O)(C)C [2-(methacryloyl)ethyl]dimethyl-(3-sulfopropyl)ammonium hydroxide